NC1=C2N(C(N(C2=NC=N1)[C@H]1CN(CCC1)C(=O)C(C#N)=CC(C)(N1CCN(CC1)C1COC1)C)=O)C1=CC=C(C=C1)OC1=CC=CC=C1 (R)-2-(3-(6-amino-8-oxo-7-(4-phenoxyphenyl)-7H-purin-9(8H)-yl)piperidine-1-carbonyl)-4-methyl-4-(4-(oxetan-3-yl)piperazin-1-yl)pent-2-enenitrile